(2R,4R)-2-(((S)-1-(((3-aminobenzo[d]isoxazol-6-yl)methyl)amino)-1-oxopropan-2-yl)carbamoyl)-4-phenylpyrrolidine-1-carboxylic acid tert-butyl ester C(C)(C)(C)OC(=O)N1[C@H](C[C@@H](C1)C1=CC=CC=C1)C(N[C@H](C(=O)NCC1=CC2=C(C(=NO2)N)C=C1)C)=O